(Z)-N-(4-(2-chlorophenyl)-5-(methylsulfonyl)pyrimidin-2-yl)-2-cyano-3-hydroxy-3-(5-methylisoxazol-4-yl)acrylamide ClC1=C(C=CC=C1)C1=NC(=NC=C1S(=O)(=O)C)NC(\C(=C(\C=1C=NOC1C)/O)\C#N)=O